C1(=CC=CC=C1)C=1N=NC=CC1 Phenyl-pyridazine